1-(9Z,12Z-octadecadienoyl)-2-(11Z-eicosenoyl)-glycero-3-phosphocholine CCCCCCCC/C=C\CCCCCCCCCC(=O)O[C@H](COC(=O)CCCCCCC/C=C\C/C=C\CCCCC)COP(=O)([O-])OCC[N+](C)(C)C